FC1=C(C(=O)NC2=CC(=NC=C2C)C(=O)OC)C(=CC=C1C(F)(F)F)OC1=C(C=C(C=C1)OC(F)(F)F)OC([2H])([2H])[2H] methyl 4-[[2-fluoro-6-[2-(trideuteriomethoxy)-4-(trifluoromethoxy)phenoxy]-3-(trifluoromethyl)benzoyl]amino]-5-methylpyridine-2-carboxylate